C(C)OC(=O)C1(CCOCC1)OC1=C(C=CC(=C1)Br)[N+](=O)[O-] 4-(5-bromo-2-nitrophenoxy)tetrahydro-2H-pyran-4-carboxylic acid ethyl ester